NC1=NC2=C(C=3N1N=C(N3)C=3OC=CC3)C=NN2C(C(=O)NCC2(CCOCC2)O)(C)C2=CC=CC=C2 2-(5-amino-2-(furan-2-yl)-7H-pyrazolo[4,3-e][1,2,4]triazolo[1,5-c]pyrimidin-7-yl)-N-((4-hydroxytetrahydro-2H-pyran-4-yl)methyl)-2-phenylpropanamide